O[C@@H]1[C@H](C2=C(C(C(=C3N2[C@@]12CCCCN(C3=O)C2)O)=O)C(=O)NCC2=C(C=C(C=C2F)F)F)O (6aR,7S,8S)-7,8,11-trihydroxy-1,10-dioxo-N-(2,4,6-trifluorobenzyl)-1,3,4,5,6,7,8,10-octahydro-2,6a-methano[1,4]diazonino[9,1,2-cd]indolizine-9-carboxamide